N-(4-(3-((tert-Butyldimethylsilyl)oxy)propyl)-5-methoxypyridin-3-yl)pivaloamide [Si](C)(C)(C(C)(C)C)OCCCC1=C(C=NC=C1OC)NC(C(C)(C)C)=O